6-(7-methoxy-4-(1-methyl-3-phenyl-1H-pyrazol-4-yl)quinazolin-6-yl)-2,3-dihydro-4H-1,4-oxazine-4-carboxylic acid tert-butyl ester C(C)(C)(C)OC(=O)N1CCOC(=C1)C=1C=C2C(=NC=NC2=CC1OC)C=1C(=NN(C1)C)C1=CC=CC=C1